2-ethoxy-1-ethoxycarbonyl-1,2-dihydroquinolinolate propionate C(CC)(=O)[O-].C(C)OC1(N(C2=CC=CC=C2C=C1)C(=O)OCC)[O-]